O=C1NC2=C(C=CC=C2)C2(CCN(CC2)C(=O)OC(C)(C)C)OC1 tert-butyl 2-oxo-2,3-dihydro-1H-spiro[4,1-benzoxazepine-5,4'-piperidine]-1'-carboxylate